(4-bromophenyl)(3-(tert-butyl)phenyl)methanone BrC1=CC=C(C=C1)C(=O)C1=CC(=CC=C1)C(C)(C)C